5-(6-(5,5-dimethyl-1,4,5,6-tetrahydropyrimidin-2-yl)-1H,3'H-[2,5'-bibenzo[d]imidazol]-2'-yl)-2-methoxyphenol CC1(CN=C(NC1)C=1C=CC2=C(NC(=N2)C2=CC3=C(N=C(N3)C=3C=CC(=C(C3)O)OC)C=C2)C1)C